4-{1-[2-fluoro-5-(trifluoromethyl)-benzyl]-1H-pyrazol-4-yl}-1H-pyrrolo[2,3-b]pyridine FC1=C(CN2N=CC(=C2)C2=C3C(=NC=C2)NC=C3)C=C(C=C1)C(F)(F)F